N-((1-((3-((2-((2H-tetrazol-5-yl)methoxy)-5-ethylphenyl)sulfonamido)-4-methoxybenzo[d]isoxazol-6-yl)methyl)-1H-pyrazol-4-yl)methyl)-2-fluoroacrylamide N=1NN=NC1COC1=C(C=C(C=C1)CC)S(=O)(=O)NC1=NOC2=C1C(=CC(=C2)CN2N=CC(=C2)CNC(C(=C)F)=O)OC